rac-(7S)-7-tert-butyl-N-[rac-(1R)-1-[3-(2,8-diazaspiro[3.5]nonane-2-carbonyl)phenyl]-3-(4-hydroxy-1-piperidyl)propyl]-5,6,7,8-tetrahydrothiazolo[5,4-b]quinoline-2-carboxamide C(C)(C)(C)[C@@H]1CC=2C=C3C(=NC2CC1)SC(=N3)C(=O)N[C@H](CCN3CCC(CC3)O)C3=CC(=CC=C3)C(=O)N3CC1(C3)CCCNC1 |r|